ClC=1C=CC=2N(N1)C(=NN2)C2=NOC(=C2)C 6-Chloro-3-(5-methyl-1,2-oxazol-3-yl)[1,2,4]triazolo[4,3-b]pyridazine